N1=CN=CC(=C1)C1=CC=C(C=C1)B1OC(C(O1)(C)C)(C)C 4-(pyrimidin-5-yl)phenyl-4,4,5,5-tetramethyl-1,3,2-dioxaborolane